ClC=1C=C2C(OC3(CCN(CC3)CCCN3C(C=4N(C5=CC=CC=C35)C=CC4)=O)C2=CC1)=O 5-chloro-1'-(3-(4-oxopyrrolo[1,2-a]quinoxalin-5(4H)-yl)propyl)-3H-spiro[isobenzofuran-1,4'-piperidin]-3-one